1-(3-(phenoxymethyl)phenyl)ethan-1-one O(C1=CC=CC=C1)CC=1C=C(C=CC1)C(C)=O